silacyclopentadiene [SiH]1=CC=CC1